butyl(dimethyl)[(oxiran-2-yl)methoxy]silane C(CCC)[Si](OCC1OC1)(C)C